OC=1C=C(C=CC1O)/C=C/C(=O)NCCC1=CC=C(C=C1)OCCS(=O)(=O)C (E)-3-(3,4-dihydroxyphenyl)-N-(4-(2-(methylsulfonyl)ethoxy)phenylethyl)acrylamide